C(C)(C)(C)N(C(=O)OC=1C=NC(=C(C1)S(=O)(=O)CC)C1=NC=2N(C=C1)N=C(N2)C(F)(F)F)CC2=NC=C(C=C2F)Br 5-(ethylsulfonyl)-6-(2-(trifluoromethyl)-[1,2,4]triazolo[1,5-a]pyrimidin-5-yl)pyridin-3-ol tert-Butyl-((5-bromo-3-fluoropyridin-2-yl)methyl)carbamate